CC1(OB(OC1(C)C)C=1C=C(C=CC1)[C@@]1(COC=2C1=NC=CC2)O)C (R)-3-(3-(4,4,5,5-Tetramethyl-1,3,2-dioxaborolan-2-yl)phenyl)-2,3-dihydrofuro[3,2-b]pyridin-3-ol